C(C)[S@](=O)(=N)C=1C=C(C=NC1C=1N=C2N(C=CC(=C2)C(F)(F)F)C1)OC(C#N)(C)C |r| racemic-2-[[5-(ethylsulfonimidoyl)-6-[7-(trifluoromethyl)imidazo[1,2-a]pyridin-2-yl]-3-pyridyl]oxy]-2-methyl-propanenitrile